FC1(CCN(CC1)C1=NC(=NC2=CC=C(C=C12)N)N)F (4,4-difluoropiperidin-1-yl)quinazoline-2,6-diamine